2,3,5-trimethyl-6-nonylcyclohexa-2,5-diene-1,4-dione CC=1C(C(=C(C(C1C)=O)C)CCCCCCCCC)=O